CC1=C(CN2C(C3=C(C=4C=CC=NC24)CCN(C3)C(=O)OC(C)(C)C)=O)C=CC=C1 tert-butyl 6-(2-methylbenzyl)-5-oxo-1,4,5,6-tetrahydropyrido[3,4-c][1,8]naphthyridine-3(2H)-carboxylate